ClC1=CC(=C(C=N1)N)NC1CCCC1 6-Chloro-N4-cyclopentylpyridine-3,4-diamine